5-(2-((3-(trifluoromethyl)phenyl)amino)pyrimidin-4-yl)-1,3-dihydro-2H-benzo[d]imidazol-2-one FC(C=1C=C(C=CC1)NC1=NC=CC(=N1)C1=CC2=C(NC(N2)=O)C=C1)(F)F